1-(4-fluorophenyl)-5-(1-isobutyl-4-((1-methyl-1H-pyrazol-3-yl)sulfonyl)piperazin-2-yl)-6-methyl-1H-indazole FC1=CC=C(C=C1)N1N=CC2=CC(=C(C=C12)C)C1N(CCN(C1)S(=O)(=O)C1=NN(C=C1)C)CC(C)C